ClC1=NC=C(C(=C1)C1=C(C=NC(=C1)C)C(=O)NC=1SC2=C(N1)CN(C2)C(=O)C=2N=NC(=CC2Cl)OC(F)F)OC 2'-chloro-N-(5-(4-chloro-6-(difluoro-methoxy)pyridazine-3-carbonyl)-5,6-dihydro-4H-pyrrolo[3,4-d]thiazol-2-yl)-5'-methoxy-6-methyl-[4,4'-bipyridine]-3-carboxamide